C(C)N1C(=NC2=C(C1=O)C=NN2C2OCCCC2)N2CCC1(CCN(C1)C1=NC(=NC(=C1)C)C(F)(F)F)CC2 5-ethyl-6-(2-(6-methyl-2-(trifluoromethyl)pyrimidin-4-yl)-2,8-diazaspiro[4.5]decan-8-yl)-1-(tetrahydro-2H-pyran-2-yl)-1,5-dihydro-4H-pyrazolo[3,4-d]pyrimidin-4-one